ClC1=C(C=CC=C1)CC(=O)NC=1C=C(C2=CN(N=C2C1)C1COC1)S(N)(=O)=O 2-(2-chlorophenyl)-N-(2-(oxetan-3-yl)-4-sulfamoyl-2H-indazol-6-yl)acetamide